Methyl 8-(4-(2-hydroxypropan-2-yl)phenyl)-6-methoxyquinoline-3-carboxylate OC(C)(C)C1=CC=C(C=C1)C=1C=C(C=C2C=C(C=NC12)C(=O)OC)OC